(1S,2R,3S,4R,5S)-4-(5-cyano-7-(ethylamino)-3H-imidazo[4,5-b]pyridin-3-yl)-2,3-dihydroxy-N-methylbicyclo[3.1.0]hexane-1-carboxamide C(#N)C1=CC(=C2C(=N1)N(C=N2)[C@H]2[C@@H]([C@@H]([C@@]1(C[C@H]21)C(=O)NC)O)O)NCC